6-(1H-indol-4-yl)-1-(3,4,5-trimethoxyphenyl)-1H-indazole hydrochloride Cl.N1C=CC2=C(C=CC=C12)C1=CC=C2C=NN(C2=C1)C1=CC(=C(C(=C1)OC)OC)OC